N-(4-((6-bromo-7-methoxy-1,5-naphthyridin-4-yl)oxy)phenyl)-N-(4-fluorophenyl)cyclopropane-1,1-dicarboxamide BrC=1N=C2C(=CC=NC2=CC1OC)OC1=CC=C(C=C1)N(C(=O)C1(CC1)C(=O)N)C1=CC=C(C=C1)F